C(CCCCCCCCCCC)C=1C(=C(O)C=CC1C(C)(C)C1=CC=C(C=C1)O)CCCCCCCCCCCC dilauryl-bisphenol a